C(C)(C)(CC)OC(C)(C)CC tert-amyloxide